2,2,2-trichloroethane-1,1-diol ClC(C(O)O)(Cl)Cl